COC=1C=C(C=CC1OC)C=1NC2=CC=C(C=C2C1C)C1CCN(CC1)C(CN1CC(CCC1)C(=O)N(CC)CC)=O 1-(2-(4-(2-(3,4-dimethoxyphenyl)-3-methyl-1H-indol-5-yl)piperidin-1-yl)-2-oxoethyl)-N,N-diethylpiperidine-3-carboxamide